iron-gallium-indium [In].[Ga].[Fe]